phosphorus ethyl orthosilicate [Si](OCC)([O-])([O-])[O-].[P+3]